8-(1-(2,2-difluoroethyl)-1H-pyrazolo[3,4-b]pyrazin-6-yl)-2-((2-(trifluoromethyl)pyrimidin-4-yl)methyl)-2,8-diazaspiro[4.5]decan-3-one FC(CN1N=CC=2C1=NC(=CN2)N2CCC1(CC(N(C1)CC1=NC(=NC=C1)C(F)(F)F)=O)CC2)F